C(CC(=O)O)CC(=O)O The molecule is an alpha,omega-dicarboxylic acid that is a linear five-carbon dicarboxylic acid. It has a role as a human metabolite and a Daphnia magna metabolite. It is a conjugate acid of a glutarate(1-) and a glutarate.